ClC1=C(OCC(=O)[O-])C=CC(=C1)Cl.C(C)[NH2+]CC diethylammonium (2,4-dichlorophenoxy)acetate